COC(=O)C=1N=NN(C1)CC1=CC=C(C=C1)OC 1-(4-methoxybenzyl)-1H-1,2,3-triazole-4-carboxylic acid methyl ester